N-(3-((2-(((1R,2S)-2-aminocyclohexyl)amino)-9-isopropyl-9H-purin-6-yl)amino)-5-chlorophenyl)acetamide N[C@@H]1[C@@H](CCCC1)NC1=NC(=C2N=CN(C2=N1)C(C)C)NC=1C=C(C=C(C1)Cl)NC(C)=O